FC1=C(C(=O)NCC2=CC=C(C(=O)O)C=C2)C=C(C=C1)CC1=NNC(C2=CC=CC=C12)=O 4-((2-fluoro-5-((4-oxo-3,4-dihydro-phthalazin-1-yl)methyl)benzoylamino)methyl)benzoic acid